OC[C@H]1C[C@H](NC1=O)COC1=NC=CC2=CC(=C(C=C12)OC(C)C)C(=O)N 1-{[(2S,4R)-4-(hydroxymethyl)-5-oxopyrrolidin-2-yl]methoxy}-7-(propan-2-yloxy)isoquinoline-6-carboxamide